C(C)(C)(C)OC(NC1CNC2=CC=CC=C2C1)=O (1,2,3,4-tetrahydroquinolin-3-yl)carbamic acid tert-butyl ester